FC1=C2C=CNC2=C(C=C1)C1=C(N=C(C=2N1N=CC2)N2CCC1(CC2)[C@@H](C=2C(=NC=CC2)C1)N)C (5S)-1'-[7-(4-fluoro-1H-indol-7-yl)-6-methyl-pyrazolo[1,5-a]pyrazin-4-yl]spiro[5,7-dihydro-cyclopenta[b]pyridin-6,4'-piperidin]-5-amine